FC(C=1C=CC=2N(N1)C(=CN2)C2=CC(=NC(=C2)NC)N2CC(C(C(C2)C)(F)F)CNS(=O)(=O)C)F N-((1-(4-(6-(Difluoromethyl)imidazo[1,2-b]pyridazin-3-yl)-6-(methylamino)pyridin-2-yl)-4,4-difluoro-5-methylpiperidin-3-yl)methyl)methanesulfonamide